CSC=1N=NC=CC1N (methylsulfanyl)pyridazin-4-amine